FC(OC1=NC(=CC=C1NC(=O)C1(CCC(CC1)(C(=O)O)C)C1=C(C=CC=C1)C(C)C)C)F (1s,4s)-4-((2-(difluoromethoxy)-6-methylpyridin-3-yl)carbamoyl)-4-(2-isopropylphenyl)-1-methylcyclohexane-1-carboxylic acid